pyrazoloquinazolone N=1C(N=CC2=CC=C3C(C12)=CN=N3)=O